N-(3-{[2-chloro-5-(2-fluorophenyl)-3-[(methylamino)methyl]-1H-pyrrol-1-yl]sulfonyl}phenyl)-3-methoxyazetidine-1-sulfonylamine hydrochloride Cl.ClC=1N(C(=CC1CNC)C1=C(C=CC=C1)F)S(=O)(=O)C=1C=C(C=CC1)NS(=O)(=O)N1CC(C1)OC